1,4,7-Triazacyclononane-1,4,7-triacetic acid N1(CCN(CCN(CC1)CC(=O)O)CC(=O)O)CC(=O)O